2-[3-(8-methyl-3,8-diazabicyclo[3.2.1]octan-3-yl)-1,2,4-triazin-6-yl]-5-[1-(2H3)methyl-1H-pyrazol-4-yl]phenol CN1C2CN(CC1CC2)C=2N=NC(=CN2)C2=C(C=C(C=C2)C=2C=NN(C2)C([2H])([2H])[2H])O